2,6-diphenyl-4-phenylpyridine C1(=CC=CC=C1)C1=NC(=CC(=C1)C1=CC=CC=C1)C1=CC=CC=C1